6-{7-[(3S,4S)-3-fluoro-2,2,6,6-tetramethylpiperidin-4-yl]-6,7-dihydro-5H-pyrrolo[2,3-c]pyridazin-3-yl}-1-methyl-1H-indazol-5-ol F[C@@H]1C(NC(C[C@@H]1N1CCC2=C1N=NC(=C2)C2=C(C=C1C=NN(C1=C2)C)O)(C)C)(C)C